3-Amino-1,2,4-triazine-6(1H)-one NC1=NNC(C=N1)=O